ClC1=C(C(=O)N2COC3=C(C2)C=CC=C3C3=CC(=C(C(=O)O)C=C3F)N3CCOCC3)C=C(C(=C1)OC)F 4-[3-(2-Chloro-5-fluoro-4-methoxybenzoyl)-2,4-dihydro-1,3-benzoxazin-8-yl]-5-fluoro-2-morpholin-4-ylbenzoic acid